P(OC1=C(C=C(C=C1)C(C)(C)C)C(C)(C)C)(OC1=C(C=C(C=C1)C(C)(C)C)C(C)(C)C)OC1=C(C=C(C=C1)C(C)(C)C)C(C)(C)C tris-(2,4-di-tert-butyl-phenyl) phosphite